CC1(CC=C(CC1)C=1C=CC=C2C=C(C=NC12)C(=O)OC)C methyl 8-(4,4-dimethylcyclohex-1-en-1-yl)quinoline-3-carboxylate